tert-butyl 4-hydroxy-3-[(4-methylsulfonylphenoxy)methyl]piperidine-1-carboxylate OC1C(CN(CC1)C(=O)OC(C)(C)C)COC1=CC=C(C=C1)S(=O)(=O)C